2-Amino-4-(5-chloro-3-((2S,3R)-3-((dimethylamino)methyl)-2-methylpyrrolidin-1-yl)-7,9-dihydrofuro[3,4-f]quinazolin-6-yl)-7-fluorothieno[3,2-c]pyridine-3-carbonitrile NC1=C(C=2C(=NC=C(C2S1)F)C=1C2=C(C=3C=NC(=NC3C1Cl)N1[C@H]([C@H](CC1)CN(C)C)C)COC2)C#N